ClC1=NC=C(C(=C1)NC[C@H]1CN(CCO1)C(=O)OCCCC)C(F)(F)F butyl (S)-2-(((2-chloro-5-(trifluoromethyl)pyridin-4-yl)amino)methyl)morpholine-4-carboxylate